3,3-dimethylbut-2-yl carbamate C(N)(OC(C)C(C)(C)C)=O